C1(=CC=CC=C1)CCCOC(C(CCC(C=[N+]=[N-])=O)NC(CC(C)(C1=C(C(C(=C(C1=O)C)C)=O)C)C)=O)=O 6-diazo-2-(3-methyl-3-(2,4,5-trimethyl-3,6-dioxocyclohexa-1,4-dien-1-yl)butanamido)-5-oxohexanoic acid phenylpropyl ester